C(C)(C)(C)N(C(O)=O)C(CO)(CO)CO.OC1=NC(=NC2=CC3=C(C=C12)OC(CC3)C(=O)N3CCCC3)C (4-Hydroxy-2-methyl-8,9-dihydro-7H-pyrano[2,3-g]quinazolin-7-yl)(pyrrolidin-1-yl)methanone tert-butyl-1,3-dihydroxy-2-(hydroxymethyl)propan-2-ylcarbamate